(S)-5-((((6-(3-(2-(4-(((1-Acetylpiperidin-4-yl)amino)methyl)-3-fluoro-5-methoxyphenyl)-3-chloropyridin-4-yl)-2-chlorophenyl)-2-methoxypyridin-3-yl)methyl)amino)methyl)pyrrolidin-2-one C(C)(=O)N1CCC(CC1)NCC1=C(C=C(C=C1OC)C1=NC=CC(=C1Cl)C=1C(=C(C=CC1)C1=CC=C(C(=N1)OC)CNC[C@@H]1CCC(N1)=O)Cl)F